9,10-difluoro-3-(methoxymethyl)-7-oxo-2,3-dihydro-7H-[1,4]oxazino[2,3,4-ij]quinoline-6-carboxylic Acid FC=1C=C2C(C(=CN3C2=C(C1F)OCC3COC)C(=O)O)=O